BrCCOCCOCCOCCOCCC(=O)OC(C)(C)C tert-butyl 1-bromo-3,6,9,12-tetraoxapentadecan-15-oate